FC(C1=NC=C(C(=C1)C1=C(C=NC(=C1)C#CC1COCCC1)C(CC=1SC(=NN1)C#CC1=NNC(=C1)C)=O)OC)F 1-(2'-(difluoromethyl)-5'-methoxy-6-((tetrahydro-2H-pyran-3-yl)ethynyl)-[4,4'-bipyridin]-3-yl)-2-(5-((5-methyl-1H-pyrazol-3-yl)ethynyl)-1,3,4-thiadiazol-2-yl)ethan-1-one